C(#N)C=1C=C(C=CC1)C=1N=C(SC1C1=CC(=NC(=C1)C)C)NC(=O)N1CCC2(CNC(N2)=O)CC1 N-[4-(3-cyanophenyl)-5-(2,6-dimethyl-4-pyridinyl)thiazol-2-yl]-2-oxo-1,3,8-triazaspiro[4.5]decane-8-carboxamide